C(CCCCCCCCCCCCC)OC(C(C)OCCCCCCCCCCCCCC)N 1,2-dimyristoxy-propylamine